N-Benzylimidazolopyridine C(C1=CC=CC=C1)N1C=NC2=C1C=CC=N2